butenyl bromide CC/C=C/Br